4-(allyloxy)-2,6-di-tert-butylphenol C(C=C)OC1=CC(=C(C(=C1)C(C)(C)C)O)C(C)(C)C